3-(1-(2,5-Difluorophenyl)-1-hydroxy-4-(trimethylsilyl)but-3-yn-1-yl)-1-methylpyridine FC1=C(C=C(C=C1)F)C(CC#C[Si](C)(C)C)(O)C=1CN(C=CC1)C